4-((tert-butyloxycarbonyl)amino)bicyclo[2.2.2]octane-1-carboxylic acid C(C)(C)(C)OC(=O)NC12CCC(CC1)(CC2)C(=O)O